piperidin-3-yl-acetamide N1CC(CCC1)CC(=O)N